rac-N-{2-[4-(4-{[(3R)-2,6-dioxopiperidin-3-yl]amino}phenyl)piperidin-1-yl]ethyl}-1-[6-(2-hydroxyphenyl)pyridazin-4-yl]-4-phenylpiperidine-4-carboxamide O=C1NC(CC[C@H]1NC1=CC=C(C=C1)C1CCN(CC1)CCNC(=O)C1(CCN(CC1)C1=CN=NC(=C1)C1=C(C=CC=C1)O)C1=CC=CC=C1)=O |r|